COC(C=C(C)OC)=O 3-Methoxy-but-2-enoic acid methyl ester